N1CC(C1)NC=1C(=C(N=NC1C(F)(F)F)OC1=C(C=C(C=C1)F)C)C(=O)NC1=CC(=CC=C1)S(=O)(=O)C (S)-5-(azetidin-3-ylamino)-3-(4-fluoro-2-methylphenoxy)-N-(3-(S-methylsulfonyl)phenyl)-6-(trifluoromethyl)pyridazine-4-carboxamide